1,3,5-tris[4-[2-(4-aminophenyl)]ethynylphenyl]isocyanuric acid NC1=CC=C(C=C1)C#CC1=CC=C(C=C1)N1C(=O)N(C(=O)N(C1=O)C1=CC=C(C=C1)C#CC1=CC=C(C=C1)N)C1=CC=C(C=C1)C#CC1=CC=C(C=C1)N